CC1=NC(=CC(=C1)C=1NC2=CC=C(C=C2C1C(C)C)C=1C=C(C=2N(C1)C=CN2)NC(OC(C)(C)C)=O)C tert-butyl (6-(2-(2,6-dimethylpyridin-4-yl)-3-isopropyl-1H-indol-5-yl)imidazo[1,2-a]pyridin-8-yl)carbamate